(E)-ethyl 3-(3-fluoro-4-methoxyphenyl)acrylate FC=1C=C(C=CC1OC)/C=C/C(=O)OCC